C(C([2H])([2H])[2H])(C=1C(NC=2C=C(C=NC2C1)CN1CCC(=CC1)C=1C(=NC(=CC1)C(=O)NC)F)=O)([2H])[2H] 1'-((7-(ethyl-d5)-6-oxo-5,6-dihydro-1,5-naphthyridin-3-yl)methyl)-2-fluoro-N-methyl-1',2',3',6'-tetrahydro-[3,4'-bipyridine]-6-carboxamide